C(#N)C1=NC2=CC(=CC(=C2N=C1N1CC(CC1)C(CO)CO)[C@@H](C)NC1=C(C(=O)O)C=CC=C1)C 2-(((1R)-1-(2-cyano-3-(3-(1,3-dihydroxypropan-2-yl)pyrrolidin-1-yl)-7-methylquinoxalin-5-yl)ethyl)-amino)benzoic acid